C(C)(C)(C)OC(=O)N1CCC(CC1)NC1=C(C(=CC=C1)N(CCC)CC1=CC=CC=C1)[N+](=O)[O-] 4-[3-[benzyl-(propyl)amino]-2-nitro-anilino]piperidine-1-carboxylic acid tert-butyl ester